8-methoxy-2-methylimidazo[1,2-a]pyrazin-6-amine 2HCl Cl.Cl.COC=1C=2N(C=C(N1)N)C=C(N2)C